C1(CC1)C=1C=CC=2N(N1)N=C(N2)CN (6-cyclopropyl-[1,2,4]triazolo[1,5-b]pyridazin-2-yl)methylamine